(R)-3-(cyclopropyl-(2,4-dimethoxybenzyl)amino)-N-(1,3,4-thiadiazol-2-yl)piperidine-1-carboxamide C1(CC1)N([C@H]1CN(CCC1)C(=O)NC=1SC=NN1)CC1=C(C=C(C=C1)OC)OC